nickel-cobalt sulfate salt S(=O)(=O)([O-])[O-].[Co+2].[Ni+2].S(=O)(=O)([O-])[O-]